C(C)N(S(=O)(=O)C1=CC=C(C=C1)NC(NCC=1C=NC=CC1)=O)CC 3-[4-(diethylsulfamoyl)phenyl]-1-(pyridin-3-ylmethyl)urea